lead-copper-tin [Sn].[Cu].[Pb]